Cl.FC1(C=CN=CC=C1)F 4,4-diFluoroazepine hydrochloride